5-{4-[(3,4-difluorophenyl)ethynyl]-3-methylphenyl}-2-pentylthieno[3,2-b]thiophene FC=1C=C(C=CC1F)C#CC1=C(C=C(C=C1)C1=CC=2SC(=CC2S1)CCCCC)C